C(C)C=1C=NC=CC1C(=O)NC=1C=C2CCC(NC2=C2C=CN=CC12)=O 3-ethyl-N-(2-oxo-3,4-dihydro-1H-1,8-phenanthrolin-6-yl)pyridine-4-carboxamide